tertbutyl (tert-butoxycarbonyl)(2-chloro-5-cyanopyridin-4-yl)carbamate C(C)(C)(C)OC(=O)N(C(OC(C)(C)C)=O)C1=CC(=NC=C1C#N)Cl